2-chloro-N-(1'-methyl-1'H-[1,4'-biimidazole]-4-yl)pyrrolo[2,1-f][1,2,4]triazin-4-amine ClC1=NN2C(C(=N1)NC=1N=CN(C1)C=1N=CN(C1)C)=CC=C2